(1S,5S)-(2-methyl-2,6-diazabicyclo[3.2.0]heptan-3-yl)-1,3-dihydro-2H-imidazo[4,5-c]quinolin-2-one CN1[C@H]2CN[C@H]2CC1N1C(NC=2C=NC=3C=CC=CC3C21)=O